ClCCC(Cl)(Cl)Cl 1,3,3,3-tetrachloropropane